FC=1C=C2C(=C(COC2=CC1)CN1CCCC1)C1=CC=C(C=C1)F 1-((6-fluoro-4-(4-fluorophenyl)-2H-chromen-3-yl)methyl)pyrrolidine